5-((5-(2-methoxypropan-2-yl)pyridin-2-yl)methoxy)-1,3,4-thiadiazol-2-amine COC(C)(C)C=1C=CC(=NC1)COC1=NN=C(S1)N